6-((1R,5S)-3-Azabicyclo[3.1.0]hexan-1-yl)-N-(3-chloro-2-fluorophenyl)quinazolin-4-amine [C@]12(CNC[C@H]2C1)C=1C=C2C(=NC=NC2=CC1)NC1=C(C(=CC=C1)Cl)F